trans-methyl 4-[[1-[4-[2-(2-amino-3-pyridyl)-5-phenyl-imidazo[4,5-b]pyridin-3-yl]phenyl]-1-methyl-ethyl]amino]cyclohexanecarboxylate NC1=NC=CC=C1C1=NC=2C(=NC(=CC2)C2=CC=CC=C2)N1C1=CC=C(C=C1)C(C)(C)N[C@@H]1CC[C@H](CC1)C(=O)OC